aspartic acid, diacetic acid C(CN([C@@H](CC(=O)O)C(=O)O)CC(=O)O)(=O)O